ClC=1SC(=C(N1)Cl)C(C)=O 1-(2,4-dichloro-1,3-thiazol-5-yl)ethanone